2-((4-fluoro-2-methylphenyl)amino)-N-(2-methoxy-3-methylpyridin-4-yl)-4-(trifluoromethyl)benzamide platinum (II) [Pt+2].FC1=CC(=C(C=C1)NC1=C(C(=O)NC2=C(C(=NC=C2)OC)C)C=CC(=C1)C(F)(F)F)C